N[C@H](C(=O)OC)CC(=O)C1=C(C=CC=C1)N methyl (S)-2-amino-4-(2-aminophenyl)-4-oxobutanoate